benzyl 4-[4-[[6-[6-[bis(tert-butoxycarbonyl)amino]pyrazin-2-yl]imidazo[1,2-a]pyrazin-8-yl]-tert-butoxycarbonyl-amino]phenyl]piperazine-1-carboxylate C(C)(C)(C)OC(=O)N(C1=CN=CC(=N1)C=1N=C(C=2N(C1)C=CN2)N(C2=CC=C(C=C2)N2CCN(CC2)C(=O)OCC2=CC=CC=C2)C(=O)OC(C)(C)C)C(=O)OC(C)(C)C